4-amino-6-chloro-5-fluoro-2-((triisopropylsilyl)ethynyl)nicotinic acid ethyl ester C(C)OC(C1=C(N=C(C(=C1N)F)Cl)C#C[Si](C(C)C)(C(C)C)C(C)C)=O